3-oxo-3-(2-oxo-3-(phenylselanyl)piperidin-1-yl)prop-1-en O=C(C=C)N1C(C(CCC1)[Se]C1=CC=CC=C1)=O